ethoxyepichlorohydrin C(C)OC(Cl)C1CO1